C(C)(C)(C)OC(C(CC(=O)C1=CC2=C(S1)C=C(C(=C2F)OCCCOC2=C(C1=C(SC(=C1)C(CC(C(=O)O)(C)C)=O)C=C2OC)F)OC)(C)C)=O 4-(5-(3-((2-(4-(tert-butoxy)-3,3-dimethyl-4-oxobutanoyl)-4-fluoro-6-methoxybenzo[b]thiophen-5-yl)oxy)propoxy)-4-fluoro-6-methoxybenzo[b]thiophen-2-yl)-2,2-dimethyl-4-oxobutanoic acid